(S)-N-(3-(1-(4-methyl-4H-1,2,4-triazol-3-ylsulfanyl)ethyl)phenyl)azetidine-1-carboxamide CN1C(=NN=C1)S[C@@H](C)C=1C=C(C=CC1)NC(=O)N1CCC1